CC=1N=C2N(N=C(C=C2C)NC(=O)C2=CC=C(C=3C=C(OC32)C)C3CCNCC3)C1 N-[2,8-dimethylimidazo[1,2-b]pyridazin-6-yl]-2-methyl-4-(piperidin-4-yl)-1-benzofuran-7-carboxamide